CCCCCCCCCCCCC(=O)OC[C@H](COP(=O)([O-])OCC[N+](C)(C)C)OC(=O)CCCCCCCCC/C=C\CCCCCCCCCC 1-tridecanoyl-2-(11Z-docosenoyl)-glycero-3-phosphocholine